C(C1=CC=CC=C1)S\C(=C\C(CCC1=CC=CC=C1)=O)\[Si](C)(C)C (E)-1-(Benzylthio)-5-phenyl-1-(trimethylsilyl)pent-1-en-3-one